(2E,5E,7E)-4-hydroxy-3,7-dimethyl-9-(2,6,6-trimethylcyclohex-1-en-1-yl)nona-2,5,7-trien-1-yl acetate C(C)(=O)OC\C=C(\C(\C=C\C(=C\CC1=C(CCCC1(C)C)C)\C)O)/C